7-methoxy-4-oxo-N-(pyridin-3-yl)-4H-chromen-2-carboxamide COC1=CC=C2C(C=C(OC2=C1)C(=O)NC=1C=NC=CC1)=O